CN(C)CC=1C=CC=2N(C1)N=CC2C(=O)N2[C@@H](C1=C(CC2)NC=N1)C1=NN2C(C=CC=C2C)=C1 (S)-(6-((dimethylamino)methyl)pyrazolo[1,5-a]pyridin-3-yl)(4-(7-methylpyrazolo[1,5-a]pyridin-2-yl)-6,7-dihydro-1H-imidazo[4,5-c]pyridin-5(4H)-yl)methanone